(R,E)-6-(5-(3,3-dimethyloxiran-2-yl)-3-methylpent-2-en-1-yl)-5-hydroxy-3,7-bis(methoxymethoxy)-2-(4-(methoxymethoxy)phenyl)-4H-chromen-4-one CC1([C@H](O1)CC/C(=C/CC=1C(=C2C(C(=C(OC2=CC1OCOC)C1=CC=C(C=C1)OCOC)OCOC)=O)O)/C)C